N-(2-methoxyethyl)-5-methylpiperidin-3-amine COCCNC1CNCC(C1)C